FC1(CC(C1)(O)CC(=O)N[C@@H](CC)C1=CC(=CC=C1)OC(F)(F)F)F (S)-2-(3,3-Difluoro-1-hydroxycyclobutyl)-N-(1-(3-(trifluoromethoxy)phenyl)propyl)acetamid